7-isopropoxy-6-methoxy-1,4-dihydroisoquinolin-3-one C(C)(C)OC1=C(C=C2CC(NCC2=C1)=O)OC